3-(2-{6-[(3R)-3-Aminopiperidine-1-carbonyl]-4-fluoro-3-methylpyrazolo[1,5-a]pyridin-2-yl}-1-(cyclopropylmethyl)-1H-pyrrolo[2,3-b]pyridin-6-yl)-2-fluorophenol N[C@H]1CN(CCC1)C(=O)C=1C=C(C=2N(C1)N=C(C2C)C2=CC=1C(=NC(=CC1)C=1C(=C(C=CC1)O)F)N2CC2CC2)F